(2r,4r)-6-oxo-5-azaspiro[3.4]octane-2-carboxylic acid O=C1NC2(CC(C2)C(=O)O)CC1